ClC1=C(C=CC=C1F)[C@@H]1N=C(NC(=C1C(=O)OCC)CN1[C@H]([C@H]2N(CC1)C(OC2)=O)C(=O)O)C=2SC=CN2 (8R,8aR)-7-[[(4R)-4-(2-chloro-3-fluoro-phenyl)-5-ethoxycarbonyl-2-thiazol-2-yl-1,4-dihydropyrimidin-6-yl]methyl]-3-oxo-5,6,8,8a-tetrahydro-1H-oxazolo[3,4-a]pyrazine-8-carboxylic acid